5,6-DIFLUOROPICOLINALDEHYDE FC=1C=CC(=NC1F)C=O